C(C)(C)(C)OC(C=C)=O 3-(tert-butoxy)-3-oxoprop-1-en